FC=1C=C(C=C2C3(C(NC12)=O)CCC3)C3NCC(CC3)C 7'-fluoro-5'-(5-methylpiperidin-2-yl)spiro[cyclobutane-1,3'-indolin]-2'-one